3-[(3-chloro-2-methoxyphenyl)amino]-2-(3-{[(3R)-4-(prop-2-enoyl)morpholin-3-yl]methoxy}pyridin-4-yl)-1H,5H,6H,7H-pyrrolo[3,2-c]pyridin-4-one ClC=1C(=C(C=CC1)NC1=C(NC2=C1C(NCC2)=O)C2=C(C=NC=C2)OC[C@@H]2N(CCOC2)C(C=C)=O)OC